(1-(2-(2,6-dioxopiperidin-3-yl)-1,3-dioxoisoindolin-4-yl)azetidin-3-yl)methyl methanesulfonate CS(=O)(=O)OCC1CN(C1)C1=C2C(N(C(C2=CC=C1)=O)C1C(NC(CC1)=O)=O)=O